(S)-1-(3-cyano-1H-indole-2-carbonyl)-N-(3,4,5-trifluorophenyl)pyrrolidine-3-carboxamide C(#N)C1=C(NC2=CC=CC=C12)C(=O)N1C[C@H](CC1)C(=O)NC1=CC(=C(C(=C1)F)F)F